{6-[4-fluoro-2-(piperidin-4-yl)-1,3-benzothiazol-6-yl]-2-methylimidazo[1,2-b]pyridazin-8-yl}acetic acid FC1=CC(=CC2=C1N=C(S2)C2CCNCC2)C=2C=C(C=1N(N2)C=C(N1)C)CC(=O)O